CC=1C=2N(C=CC1)N=C(C2)[C@@H]2N(CCC1=C2N=CN1)C(=O)C=1C=NN2C1C=CC=C2 (R)-(4-(4-methylpyrazolo[1,5-a]pyridin-2-yl)-6,7-dihydro-1H-imidazo[4,5-c]pyridin-5(4H)-yl)(pyrazolo[1,5-a]pyridin-3-yl)methanone